2,2-Dicyclopropylpropionic acid C1(CC1)C(C(=O)O)(C)C1CC1